2-pyrrolidin-ol N1C(CCC1)O